CS(=O)(=O)O[C@@H]1CN(CC1=C)S(=O)(=O)C1=C(C=C(C=C1)Cl)Cl (S)-1-((2,4-dichlorophenyl) sulfonyl)-4-methylenepyrrolidin-3-yl methanesulfonate